C1(CCCCC1)N1N=CC(=C1)C=1C=NC=2CCN(CC2C1)C1=C(C=CC=N1)C 6-[3-(1-cyclohexylpyrazol-4-yl)-7,8-dihydro-5H-1,6-naphthyridin-6-yl]-5-methyl-pyridine